5-(2-(3,4-dimethoxyphenoxy)-5-nitrophenyl)-2H-tetrazole COC=1C=C(OC2=C(C=C(C=C2)[N+](=O)[O-])C=2N=NNN2)C=CC1OC